octyl 4-(2-(bis(2-hydroxyethyl)amino)ethoxy)-2-(octyloxy)-6-pentadecylbenzoate OCCN(CCOC1=CC(=C(C(=O)OCCCCCCCC)C(=C1)CCCCCCCCCCCCCCC)OCCCCCCCC)CCO